OC=1C=C(C=CC1O)C1OC2=CC(=CC(=C2C(C1O)=O)O)O 2-(3,4-dihydroxyphenyl)-3,5,7-trihydroxy-2H-chromone